C1(CCCCC1)C(COC)(COC)CCC(C(F)(F)F)CC1=CC=CC=C1 2-cyclohexyl-2-(3-benzyl-4,4,4-trifluorobutyl)-1,3-dimethoxypropane